ClC=1C(=C(C=CC1F)N(C(=O)[C@H]1N(C(NC1)=O)C1=CC(=C2C(=N1)SC(=C2)C#N)C(F)(F)F)C)F (S)-N-(3-chloro-2,4-difluorophenyl)-3-(2-cyano-4-(trifluoromethyl)thieno[2,3-b]pyridin-6-yl)-N-methyl-2-oxoimidazolidine-4-carboxamide